ClC1=CC(=NC=C1)CNC1=C2N=CN(C2=NC(=N1)C=1C=NC=C(C1)F)[C@H]1[C@@H]([C@@H]([C@H](O1)C(=O)NC)O)O (2s,3s,4r,5r)-5-(6-((4-chloropyridin-2-yl)methylamino)-2-(5-fluoropyridin-3-yl)-9H-purin-9-yl)-3,4-dihydroxy-N-methyl-tetrahydrofuran-2-carboxamide